octahydro-1H-pyrrolo[3,4-c]pyridine C1NCC2CNCCC21